3-tert-butyl-N-[(1R)-6-[2-(1,3,5-trimethyl-1H-pyrazol-4-yl)-3H-imidazo[4,5-b]pyridin-7-yl]-1,2,3,4-tetrahydronaphthalen-1-yl]-1,2,4-oxadiazole-5-carboxamide C(C)(C)(C)C1=NOC(=N1)C(=O)N[C@@H]1CCCC2=CC(=CC=C12)C1=C2C(=NC=C1)NC(=N2)C=2C(=NN(C2C)C)C